C(CCCCCCCCCCCCCCC(C)C)(=O)NC(CN(C)C)C 2-isostearamidopropyldimethylamine